FC1([C@]2(CCC(C1)C2)C(=O)N2C[C@H]1OC3=C([C@@H]2C1)C=NC=C3F)F |o1:2| (2,2-(S or R)-difluorobicyclo[2.2.1]heptan-1-yl)((2S,5S)-9-fluoro-2,3-dihydro-2,5-methanopyrido[3,4-f][1,4]oxazepin-4(5H)-yl)methanone